NC1=CC=C(C=C1)OP(=O)([O-])OCC[N+](C)(C)C p-Aminophenylphosphocholine